3-(1-(5-fluoro-2-methylphenyl)cyclopropyl)-5-(1-phenyl-1H-pyrazol-3-yl)-1,2,4-oxadiazole FC=1C=CC(=C(C1)C1(CC1)C1=NOC(=N1)C1=NN(C=C1)C1=CC=CC=C1)C